(3S)-7-((2S,5R)-4-acryloyl-2,5-dimethyl-piperazin-1-yl)-3-(azetidin-1-ylmethyl)-9-chloro-10-(2,4-difluorophenyl)-2H-[1,4]oxazino-[2,3,4-ij]quinazolin-5(3H)-one C(C=C)(=O)N1C[C@@H](N(C[C@H]1C)C1=NC(N2C3=C(C(=C(C=C13)Cl)C1=C(C=C(C=C1)F)F)OC[C@@H]2CN2CCC2)=O)C